2-CHLORO-5-METHOXY-4-METHYLBENZENEBORONIC ACID ClC1=C(C=C(C(=C1)C)OC)B(O)O